BrC1=NC(=CC(=C1)[C@H](C)N(C(OC(C)(C)C)=O)C)C tert-butyl (S)-(1-(2-bromo-6-methylpyridin-4-yl)ethyl)(methyl)carbamate